C(C)(C)(C)OC(=O)N[C@H](COC=1C(=C(C=CC1)CCCCC(=O)OC)F)CCC(N)=O methyl 5-[3-[(2S)-2-[(tert-butoxycarbonyl)amino]-4-carbamoylbutoxy]-2-fluorophenyl]pentanoate